(S)-3-((1,1'-Biphenyl)-4-yl)-2-((tert-butoxycarbonyl)amino)propanoic acid C1(=CC=C(C=C1)C[C@@H](C(=O)O)NC(=O)OC(C)(C)C)C1=CC=CC=C1